1-(3-azidophenyl)-4,4-difluoropiperidine N(=[N+]=[N-])C=1C=C(C=CC1)N1CCC(CC1)(F)F